O[SiH2]O hydroxy(silanol)